COC=1C=C2C(=NC(=NC2=CC1OC)C)N[C@H](C)C1=CC(=CC=C1)C=1N(C2=CC=CC=C2C1)C 6,7-dimethoxy-2-methyl-N-{(1R)-1-[3-(1-methyl-1H-indol-2-yl)phenyl]ethyl}quinazolin-4-amine